4-butoxy-2,2',3,3'-tetrafluoro-4'-propoxy-1,1'-biphenyl C(CCC)OC1=C(C(=C(C=C1)C1=C(C(=C(C=C1)OCCC)F)F)F)F